9,9-bis(4-(2-hydroxyethoxy)phenyl)-1,8-bis(2-naphthyl)fluorene Tert-butyl-cyclohexylacrylat C(C)(C)(C)C=C(C(=O)O)C1CCCCC1.OCCOC1=CC=C(C=C1)C1(C2=C(C=CC=C2C=2C=CC=C(C12)C1=CC2=CC=CC=C2C=C1)C1=CC2=CC=CC=C2C=C1)C1=CC=C(C=C1)OCCO